C1=CC(=C(N=C1)C(=O)O)C(=O)O quinolinate